N-{[3,5-difluoro-2-(oxan-3-yloxy)phenyl]methyl}-5-{2-acetamidoimidazo[1,2-b]pyridazin-6-yl}-2,6-dimethylpyridine-3-carboxamide FC=1C(=C(C=C(C1)F)CNC(=O)C=1C(=NC(=C(C1)C=1C=CC=2N(N1)C=C(N2)NC(C)=O)C)C)OC2COCCC2